(3aR,10aR)-N-(4-fluoro-3-methylphenyl)-7-methyl-2,3,3a,4,10,10a-hexahydro-1H,7H-dipyrrolo[3,4-c:3',4'-g][1,6,2]dithiazocine-8-carboxamide 5,5-dioxide hydroiodide I.FC1=C(C=C(C=C1)NC(=O)C=1N(C=C2C1SC[C@H]1[C@@H](NS2(=O)=O)CNC1)C)C